CN(C1=CC=C(C=N1)C1=CC=C(C=C1)C=1SC2=C(N1)C=CC(=C2)NCCOCCOCCOCCOC=2C=C(C(C(=O)O)=CC2)C(=O)O)C 4-[2-[2-[2-[2-[[2-[4-[6-(dimethylamino)pyridin-3-yl]phenyl]-1,3-benzothiazol-6-yl]amino]ethoxy]ethoxy]ethoxy]ethoxy]phthalic acid